2,4,6,8-tetravinyl-cyclotetrasiloxane C(=C)[SiH]1O[SiH](O[SiH](O[SiH](O1)C=C)C=C)C=C